OC(CC(C(=O)N)CCCCCCCC)C (2-hydroxypropyl)decanamide